C(=O)(OC(C)(C)C)N1CC2CCC(C1)C2C(=O)[O-] 3-BOC-3-azabicyclo[3.2.1]octane-8-carboxylate